C1(CC1)NC=1C=C2C(=CN1)O[C@]1(CN([C@H](C1)C)C(=O)OC(C)(C)C)C2 tert-butyl (2R,5'S)-5-(cyclopropylamino)-5'-methyl-3H-spiro[furo[2,3-c]pyridine-2,3'-pyrrolidine]-1'-carboxylate